C(C)S(=O)(=O)NC(=O)C1CCC2(CCN(CC2)C(=O)OC(C)(C)C)CC1 tert-Butyl 9-((ethylsulfonyl)carbamoyl)-3-azaspiro[5.5]undecane-3-carboxylate